F[C@@H]1[C@@H](C1)C(=O)NC=1C=C2C(=CN1)N(C(=C2)C2=C(C=CC=C2C)OC)C (1S,2S)-2-fluoro-N-[2-(2-methoxy-6-methylphenyl)-1-methylpyrrolo[2,3-c]pyridin-5-yl]cyclopropane-1-carboxamide